CN(CCCNC(CCCCCCCCCCCCCCCCCCCCC)=O)C N-[3-(dimethylamino)propyl]behenamide